FCC(CF)(CO)CO 1,3-difluoro-2,2-bis(hydroxymethyl)propane